(3-chloro-2-Methoxyphenyl)boronic acid ClC=1C(=C(C=CC1)B(O)O)OC